2-(2-Hydroxyethyl)-2-ethylpyrrolidine-1-carboxylate OCCC1(N(CCC1)C(=O)[O-])CC